C(C)(C)(C)OC(=O)NCCC1=CC=C(C=N1)B(O)O [6-[2-(tert-butoxycarbonylamino)ethyl]-3-pyridyl]boronic Acid